(3-chloro-2,4-difluorophenyl)(3-(trifluoromethyl)cyclopentyl)methanol ClC=1C(=C(C=CC1F)C(O)C1CC(CC1)C(F)(F)F)F